FC1(CC(C1)(O)C1N2C(C3=CC=CC=C13)=CN=C2)F 3,3-difluoro-1-(5H-imidazo[5,1-a]isoindol-5-yl)cyclobutan-1-ol